N-(4-bromopyridin-2-yl)-3-[(1s,4s)-5-methyl-2,5-diazabicyclo[2.2.1]heptan-2-yl]cyclobutane-1-carboxamide t-butyl-3,6-diazabicyclo[3.1.1]heptane-6-carboxylate C(C)(C)(C)OC(=O)N1C2CNCC1C2.BrC2=CC(=NC=C2)NC(=O)C2CC(C2)N2[C@@H]1CN([C@H](C2)C1)C